N-((1R)-3-cyano-3-azabicyclo[3.2.0]heptan-1-yl)-5-(4-(phenylamino)pyridin-3-yl)thiazole-2-carboxamide C(#N)N1C[C@]2(CCC2C1)NC(=O)C=1SC(=CN1)C=1C=NC=CC1NC1=CC=CC=C1